BrC=1C=C(\C=C/2\C(N(C(C2)=O)CCCCCCC(=O)OCC)=O)C=CC1 ethyl (E)-7-(3-(3-bromobenzylidene)-2,5-dioxopyrrolidinyl)heptanoate